Ethyl 2-(2,4-Dichlorophenyl)-5-(Hydroxymethyl)-1-(4-Iodophenyl)-1H-Imidazole-4-Carboxylate ClC1=C(C=CC(=C1)Cl)C=1N(C(=C(N1)C(=O)OCC)CO)C1=CC=C(C=C1)I